(S)-Dibenzyl 3-(2-ethoxy-2-oxoethyl)-2-oxoimidazolidine-1,5-dicarboxylate C(C)OC(CN1C(N([C@@H](C1)C(=O)OCC1=CC=CC=C1)C(=O)OCC1=CC=CC=C1)=O)=O